FC(\C=N\[C@H](C)C1=CC=CC=C1)(F)F (R,E)-2,2,2-trifluoro-N-(1-phenylethyl)ethan-1-imine